C(CCCC)(=O)OCCCCCCCCCCCCCCCCCCCCCCCC n-tetracosyl pentanoate